2-mercaptoethyl disulfide SCCSSCCS